C(C)(C)(C)OC(CCCCCCC=O)=O 8-oxooctanoic acid tert-butyl ester